N,N'-bis-(m-chlorophenyl)thiourea ClC=1C=C(C=CC1)NC(=S)NC1=CC(=CC=C1)Cl